ethyl (3S)-3-(5-bromo-2-fluoro-3-methylphenyl)-3-{[(R)-2-methylpropane-2-sulfinyl]amino}propanoate BrC=1C=C(C(=C(C1)[C@H](CC(=O)OCC)N[S@](=O)C(C)(C)C)F)C